Cl.CNCC N-methyl-ethylamine hydrochloride